C1(CCC1)N1N=CC(=C1C=1N=CC2=C(N1)N(C1=C2C=CN=C1)CC1=C(C=C(C=C1)OC)OC)OC 2-(1-cyclobutyl-4-methoxy-1H-pyrazol-5-yl)-9-(2,4-dimethoxybenzyl)-9H-Pyrido[4',3':4,5]pyrrolo[2,3-d]pyrimidine